4-fluoro-N-(2-((2-(2-(methoxymethyl)-7-methylquinoxalin-5-yl)-7-methylthiazolo[5,4-b]pyridin-5-yl)oxy)ethyl)benzenesulfonamide FC1=CC=C(C=C1)S(=O)(=O)NCCOC1=CC(=C2C(=N1)SC(=N2)C2=C1N=CC(=NC1=CC(=C2)C)COC)C